(R)-10-benzyl-6-fluoro-2-methyl-7-(6-(3-(piperidin-1-yl)propoxy)pyridin-3-yl)-9,10-dihydro-8-oxa-2,4,10a-triazanaphtho[2,1,8-cde]azulen-1(2H)-one C(C1=CC=CC=C1)[C@@H]1COC2=C3C4=C(N(C(N14)=O)C)C=NC3=CC(=C2C=2C=NC(=CC2)OCCCN2CCCCC2)F